methoxy-4-methyl-N-(4-phenylbutyl)-1H-imidazole-1-carboxamide COC=1N(C=C(N1)C)C(=O)NCCCCC1=CC=CC=C1